FC(C1=CC=C(C=N1)C(CC=C)O)(F)F 1-[6-(trifluoromethyl)-3-pyridinyl]but-3-en-1-ol